2,3,6-Trichloropyridine ClC1=NC(=CC=C1Cl)Cl